C1(CCCC1)OC(=O)N[C@@H](CCCCN)C(=O)O N-e-cyclopentyloxycarbonyl-L-lysine